(tert-butyloxycarbonyl)-[1,1'-biphenyl] C(C)(C)(C)OC(=O)C1=C(C=CC=C1)C1=CC=CC=C1